COCOC1=C(C(=CC(=C1)C(F)(F)F)C)C1=CC2=C(N=N1)C(=CS2)O 3-[2-(methoxymethoxy)-6-methyl-4-(trifluoromethyl)phenyl]thieno[3,2-c]pyridazin-7-ol